2-tert-butyl-4-ethyl-anisole 2,6-dihydroxy-4-(3,7-dihydroxy-3,4-dihydro-2H-chromen-2-yl)phenolate OC1=C(C(=CC(=C1)C1OC2=CC(=CC=C2CC1O)O)O)[O-].C(C)(C)(C)C1=C(C=CC(=C1)CC)OC